1-Ethyl-pseudouridine C(C)N1C=C([C@H]2[C@H](O)[C@H](O)[C@@H](CO)O2)C(NC1=O)=O